2-amino-3-(3-methoxyazetidin-1-yl)phenol NC1=C(C=CC=C1N1CC(C1)OC)O